(E)-3-(4-((3-benzoyl-7-hydroxyquinolin-4-yl)oxy)phenyl)acrylic acid C(C1=CC=CC=C1)(=O)C=1C=NC2=CC(=CC=C2C1OC1=CC=C(C=C1)/C=C/C(=O)O)O